C(CCC)OC1=C(C=C(C=C1)/C=C/C(=O)NS(=O)(=O)CNC1=C(C=CC=C1)C(F)(F)F)OC (E)-3-(4-butoxy-3-methoxyphenyl)-N-((2-(trifluoromethyl)phenyl)aminomethylsulfonyl)acrylamide